C(CCC)C1C2C=CC(C1)C2 5-(butyl)bicyclo[2.2.1]hept-2-ene